potassium di-isononyl sulfosuccinate S(=O)(=O)(O)C(C(=O)OCCCCCCC(C)C)CC(=O)OCCCCCCC(C)C.[K]